4-chloro-2-methoxy-6-(trifluoromethyl)aniline tert-butyl-3-[4-[2-(2-amino-3-pyridyl)-5-phenyl-imidazo[4,5-b]pyridin-3-yl]phenyl]pyrrolidine-1-carboxylate C(C)(C)(C)OC(=O)N1CC(CC1)C1=CC=C(C=C1)N1C(=NC=2C1=NC(=CC2)C2=CC=CC=C2)C=2C(=NC=CC2)N.ClC2=CC(=C(N)C(=C2)C(F)(F)F)OC